[H-].[Li+].CO[Al](OC)OC Trimethoxyaluminum lithium hydride